1,8-diamino-4-(aminomethyl)octane NCCCC(CCCCN)CN